6-oxa-1-azaspiro[3.4]octane N1CCC12COCC2